ethyl 2-[3-({(2S,3R)-1-(tert-butoxycarbonyl)-3-[(dimethylsulfamoyl)amino]-4,4-difluoropyrrolidin-2-yl}methyl)-2-fluorophenyl]-1,3-oxazole-4-carboxylate C(C)(C)(C)OC(=O)N1[C@H]([C@H](C(C1)(F)F)NS(N(C)C)(=O)=O)CC=1C(=C(C=CC1)C=1OC=C(N1)C(=O)OCC)F